ClC=1SC(=CN1)[C@@H]1N/C(/SC1)=N\C (E,4R)-4-(2-chlorothiazol-5-yl)-N-methylthiazolidine-2-imine